2-(4-fluorophenyloxy)benzoic acid FC1=CC=C(C=C1)OC1=C(C(=O)O)C=CC=C1